C(C)(C)(C)C1CCC2(CO2)CC1 6-(tert-butyl)-1-oxaspiro[2.5]octane